(+/-)-N5-((1R,5S,6r)-3,3-difluorobicyclo[3.1.0]hexan-6-yl)-N7-methyl-3-phenyl-2,3-dihydrobenzofuran-5,7-dicarboxamide FC1(C[C@H]2C([C@H]2C1)NC(=O)C=1C=C(C2=C(C(CO2)C2=CC=CC=C2)C1)C(=O)NC)F